MONO-METHYL SUCCINATE C(CCC(=O)[O-])(=O)OC